BrC1=CC2=CN(N=C2C(=C1OCOC)F)C 5-bromo-7-fluoro-6-(methoxymethoxy)-2-methyl-indazole